Cl.N[C@H]1C(CCC1)([O-])[O-] (1R,2R)-trans-2-aminocyclopentanediolate hydrochloride